1-[6-(2-methylbenzoyl)-9-ethyl-9H-carbazol-3-yl]ethanone CC1=C(C(=O)C=2C=C3C=4C=C(C=CC4N(C3=CC2)CC)C(C)=O)C=CC=C1